N,N'-diphenyl-N,N'-bis-[4-(N,N-di-tolylamino)phenyl]Benzidine C1(=CC=CC=C1)N(C1=CC=C(C=C1)C1=CC=C(N(C2=CC=C(C=C2)N(C2=C(C=CC=C2)C)C2=C(C=CC=C2)C)C2=CC=CC=C2)C=C1)C1=CC=C(C=C1)N(C1=C(C=CC=C1)C)C1=C(C=CC=C1)C